CSC1=NN=C(S1)NC(=O)C1=C2C(=NO1)C=CC(=C2)CN2C=C(C(C1=CC=CC=C21)=O)C(=O)O 1-((3-((5-(methylsulfanyl)-1,3,4-thiadiazol-2-yl)carbamoyl)benzo[c]isoxazol-5-yl)methyl)-4-oxo-1,4-dihydroquinoline-3-carboxylic acid